[N+](=O)([O-])C=1C(=C(C(=O)NC2=C(C=C(C=C2OC(F)(F)F)C(C(F)(F)F)(C(F)(F)F)F)Br)C=CC1)F 3-nitro-N-[2-bromo-4-[1,1,1,2,3,3,3-heptafluoroprop-2-yl]-6-(trifluoromethoxy)phenyl]-2-fluorobenzamide